7-{3-[1-(2,2-dimethylpropyl)-1H-pyrazol-4-yl]-5-fluoropyridin-2-yl}imidazo[1,2-a]pyridine CC(CN1N=CC(=C1)C=1C(=NC=C(C1)F)C1=CC=2N(C=C1)C=CN2)(C)C